CP(=O)(C)C1=CC=C(C=N1)N(C(OC(C)(C)C)=O)CC#CC=1C=C2C(=CC=CN2C1SC(F)(F)F)N[C@H]1[C@H](CN(CC1)C)F tert-butyl N-[6-(dimethylphosphoryl)pyridin-3-yl]-N-[3-(8-{[(3S,4R)-3-fluoro-1-methylpiperidin-4-yl]amino}-3-[(trifluoromethyl)sulfanyl]indolizin-2-yl)prop-2-yn-1-yl]carbamate